5-[4-amino-5-(trifluoromethyl)pyrrolo[2,1-f][1,2,4]triazin-7-yl]-N-[(3R,4S)-1-[2-(2,2-difluoroethoxy)-2-methylpropanoyl]-4-fluoropyrrolidin-3-yl]-2-methoxypyridine-3-carboxamide NC1=NC=NN2C1=C(C=C2C=2C=C(C(=NC2)OC)C(=O)N[C@@H]2CN(C[C@@H]2F)C(C(C)(C)OCC(F)F)=O)C(F)(F)F